(S)-3-(4-cyclopropyl-2,5-dioxo-imidazolin-4-yl)propionic acid C1(CC1)[C@@]1(NC(NC1=O)=O)CCC(=O)O